n-butylaminoethanolamine C(CCC)NC(O)CN